3-(3-(2H-benzotriazol-2-yl)-5-t-butyl-4-hydroxyphenyl)propionate N=1N(N=C2C1C=CC=C2)C=2C=C(C=C(C2O)C(C)(C)C)CCC(=O)[O-]